(S)-2-((S)-2-(((benzyloxy)carbonyl)amino)-3-cyclohexylpropanamido)-3-((S)-2-oxopyrrolidin-3-yl)propanoic acid C(C1=CC=CC=C1)OC(=O)N[C@H](C(=O)N[C@H](C(=O)O)C[C@H]1C(NCC1)=O)CC1CCCCC1